(2S,5R)-2-Ethyl-1,6-dioxaspiro[4.4]nonane C(C)[C@@H]1O[C@]2(CC1)OCCC2